BrC=1C=C(C=CC1)C1(CC(C1)CC)C(=O)NNC(NC)=S 2-(1-(3-bromophenyl)-3-ethylcyclobutane-1-carbonyl)-N-methylhydrazine-1-thiocarboxamide